3-(2-(((6-((4-carbamimidoyl-2,6-dimethylbenzyl)amino)pyrimidin-4-yl)oxy)methyl)-6-cyclopropylimidazo[1,2-a]pyridin-8-yl)propanoic acid C(N)(=N)C1=CC(=C(CNC2=CC(=NC=N2)OCC=2N=C3N(C=C(C=C3CCC(=O)O)C3CC3)C2)C(=C1)C)C